1-(2-chloropyridin-3-yl)piperazine methyl-1-((6-cyclopropyl-8-(4-(2,2,2-trifluoroethyl)piperazin-1-yl)imidazo[1,2-a]pyridin-2-yl)methyl)-1H-1,2,3-triazole-4-carboxylate COC(=O)C=1N=NN(C1)CC=1N=C2N(C=C(C=C2N2CCN(CC2)CC(F)(F)F)C2CC2)C1.ClC1=NC=CC=C1N1CCNCC1